S-(-)-tert-butyl-sulfenamide C(C)(C)(C)SN